CC1=NC(=NO1)C1=CC=C2C=CN=C(C2=C1)NCCN1C(C=2N(CC1)C=C(C2)C(=O)OC(C)C)=O Propan-2-yl 2-(2-((7-(5-methyl-1,2,4-oxadiazol-3-yl)isoquinolin-1-yl)amino)ethyl)-1-oxo-1,2,3,4-tetrahydropyrrolo[1,2-a]pyrazine-7-carboxylate